methyl (R)-6-((1-(3-(difluoromethyl)-2-fluorophenyl)ethyl)amino)-8-methyl-[1,2,4]triazolo[1',5':1,6]pyrido[2,3-d]pyrimidine-4-carboxylate FC(C=1C(=C(C=CC1)[C@@H](C)NC1=C2C(=NC(=N1)C)N1C(C(=C2)C(=O)OC)=NC=N1)F)F